COC1=C(CN=C=NC2=C(C#N)C=C(C=C2F)F)C=CC(=C1)OC 2-((((2,4-dimethoxybenzyl)imino)methylene)amino)-3,5-difluorobenzonitrile